CC1=C(C=2N(C=C1N1C(=C(C=3N=C(SC31)N3C(CNCC3)C)C(C)C)C=3C=C(C=1N(C3)N=CN1)C)N=CN2)C 4-(7,8-dimethyl-[1,2,4]triazolo[1,5-a]pyridin-6-yl)-6-isopropyl-5-(8-methyl-[1,2,4]triazolo[1,5-a]pyridin-6-yl)-2-(2-methylpiperazin-1-yl)-4H-pyrrolo[3,2-d]thiazole